N-(2-amino-3-fluorophenyl)-4-methyl-1,2,5-thiadiazole-3-carboxamide NC1=C(C=CC=C1F)NC(=O)C1=NSN=C1C